[Si].[F-].C(CCC)[N+](CCCC)(CCCC)CCCC tetrabutylammonium fluoride silicon